2-(4,6-dimethylpyrazolo[1,5-a]pyrazin-2-yl)-7-[(3R)-4-ethyl-3-methylpiperazin-1-yl]-4H-pyrido[1,2-a]pyrimidin-4-one CC=1C=2N(C=C(N1)C)N=C(C2)C=2N=C1N(C(C2)=O)C=C(C=C1)N1C[C@H](N(CC1)CC)C